C([O-])([O-])=O.[Co+2].C(CCCCC)=N hexaanimine cobalt carbonate